FC(OC=1N=CC(=NC1C)N[C@@H]1C[C@H](CC1)NC1=CC=C(C=N1)N1C(C=CC=C1)=O)F 6'-(((1S,3S)-3-((5-(Difluoromethoxy)-6-methylpyrazin-2-yl)amino)cyclopentyl)amino)-2H-[1,3'-bipyridin]-2-one